1,3-dibutylimidazolium bicarbonate C([O-])(O)=O.C(CCC)N1C=[N+](C=C1)CCCC